tert-Butyl 4-((2-(2-(2-chlorobenzamido)phenyl)benzofuran-6-yl)methyl)piperazine-1-carboxylate ClC1=C(C(=O)NC2=C(C=CC=C2)C=2OC3=C(C2)C=CC(=C3)CN3CCN(CC3)C(=O)OC(C)(C)C)C=CC=C1